FS(C1=CC=C(C=C1)B(O)O)(F)(F)(F)F (4-(pentafluoro-λ6-sulfanyl)phenyl)boronic acid